(5S)-1-amino-5-(trifluoromethyl)pyrrolidin-2-one NN1C(CC[C@H]1C(F)(F)F)=O